anthroic acid C1(=CC=CC2=CC3=CC=CC=C3C=C12)C(=O)O